NC1=C(C=C2C=CC=NC2=C1C#N)C1=C(C=CC(=C1)O)C 7-amino-6-(5-hydroxy-2-methyl-phenyl)quinoline-8-carbonitrile